C1(=CC=CC=C1)C#CC(=C)C(CC(=C)C(=O)OCC)(F)F 2-(Phenylethynyl)-5-ethoxycarbonyl-3,3-difluoro-1,5-hexadiene